N-((R)-1-(3-chloro-2-fluorophenyl)ethyl)-6-((S)-pyrrolidin-3-yloxy)pyrido[3,2-d]pyrimidin-4-amine ClC=1C(=C(C=CC1)[C@@H](C)NC=1C2=C(N=CN1)C=CC(=N2)O[C@@H]2CNCC2)F